3,5-dimethoxyl-4-methoxycarbonyl-benzaldehyde O(C)C=1C=C(C=O)C=C(C1C(=O)OC)OC